4-((R*)-4-((1SR,6RS)-2,5-Diazabicyclo[4.2.0]octan-2-yl)-2-methylbenzo[d][1,3]dioxol-2-yl)-3-fluorobenzonitrile [C@H]12N(CCN[C@@H]2CC1)C1=CC=CC=2O[C@@](OC21)(C)C2=C(C=C(C#N)C=C2)F |&1:0,5,o1:14|